C(#N)C1CN(C1)S(=O)(=O)N1C[C@H](CCC1)C(=O)N1[C@H](CCC1)C(=O)N[C@@H]1CCC2=C(C=CC=C12)OC 1-(((3S)-1-((3-cyano-1-azetidinyl)sulfonyl)-3-piperidinyl)carbonyl)-N-((1R)-4-methoxy-2,3-dihydro-1H-inden-1-yl)-D-prolinamide